ClC=1C=C(C=CC1F)NC1=NC2=CC=CC=C2C(=N1)NC1CCNCC1 N2-(3-chloro-4-fluorophenyl)-N4-(piperidin-4-yl)quinazoline-2,4-diamine